C(C)(C)(C)N(C(O)=O)C1CC(CC1)O.N1=CC=C2N1C=C(C=N2)OCCN2CCOCC2 4-(2-pyrazolo[1,5-a]pyrimidin-6-yloxyethyl)morpholine tert-Butyl-(3-hydroxycyclopentyl)carbamate